(1-Fluorovinyl)(phenyl)sulfane FC(=C)SC1=CC=CC=C1